CN1N(C=2C(C(C3=C(C2C1=O)C=CC=C3)=O)=O)C3=CC=CC=C3 2-methyl-3-phenyl-2,3-dihydro-1H-benzo[e]indazole-1,4,5-trione